ClC1=C(C=CC(=C1)F)[C@H]1C(=C(N=C(N1)C=1SC=CN1)CN1C[C@@H]2N(CC1)C(N(C2)C2=CC=C(C=C2)C(C(=O)O)C)=O)C(=O)OC (4-((S)-7-(((R)-6-(2-chloro-4-fluorophenyl)-5-(methoxycarbonyl)-2-(thiazol-2-yl)-1,6-dihydropyrimidin-4-yl)methyl)-3-oxohexahydroimidazo[1,5-a]pyrazin-2(3H)-yl)phenyl)propanoic acid